ClC=1C=C(C=CC1OC[C@H]1COCC1)NC=1C2=C(N=CN1)C=CC(=N2)N2[C@@H]1CN[C@H](C2)C1 N-[3-chloro-4-[[(3R)-tetrahydrofuran-3-yl]methoxy]phenyl]-6-[(1S,4S)-2,5-diazabicyclo[2.2.1]heptan-2-yl]pyrido[3,2-d]pyrimidin-4-amine